(1S,3R)-3-[[2-[(3-Nitrobenzoyl)amino]-1-oxopropyl]amino]cyclopentanecarboxylic acid [N+](=O)([O-])C=1C=C(C(=O)NC(C(=O)N[C@H]2C[C@H](CC2)C(=O)O)C)C=CC1